ethylene glycol mono-octyl ether C(CCCCCCC)OCCO